C1(CCCC1)NC1=CC=C(C=C1)C1C(CC2C(N1C(=O)C=1N=CSC1)CCC2)C(=O)NC2=CC(=C(C=C2)C)C(F)(F)F cis-2-(4-(cyclopentylamino)phenyl)-N-(4-methyl-3-(trifluoromethyl)-phenyl)-1-(thiazole-4-carbonyl)octahydro-1H-cyclopenta[b]pyridine-3-carboxamide